N[C@@H](CCCCN)C(=O)N.N[C@@H](CCCCN)C(=O)N.N[C@@H](CCCCN)C(=O)N tri-lysine amide